CSN1NC(=CC(=N1)SC)SC 2,4,6-trimethylmercaptotriazine